(1-(2-(dimethylamino)ethyl)-1H-pyrazol-5-yl)boronic acid CN(CCN1N=CC=C1B(O)O)C